1-(5-methyl-6-(methylamino)pyridin-3-yl)-1H-benzo[d]imidazol-2(3H)-one CC=1C=C(C=NC1NC)N1C(NC2=C1C=CC=C2)=O